FC(OC=1C=C(C(=C2NC(C(=NC12)C)=O)F)CN1CCN(CC1)C=1C=CC(=NC1C)C(=O)NC)F 5-(4-((8-(difluoromethoxy)-5-fluoro-2-methyl-3-oxo-3,4-dihydroquinoxalin-6-yl)methyl)piperazin-1-yl)-N,6-dimethylpyridinecarboxamide